O=CC(C(=O)OC)C1=CC=CC=C1 methyl 3-oxo-2-phenylpropanoate